2,5-dimethyl-1-pyridine-2-yl-1H-pyrrole-3-formaldehyde CC=1N(C(=CC1C=O)C)C1=NC=CC=C1